C(CCCC#C)C1=C(C(=O)O)C(=CC(=C1)O)O 2-(hex-5-yn-1-yl)-4,6-dihydroxybenzoic acid